NC=1C=CC=2CC3=C(N=C(S3)SCC(=O)NC[C@H]3CN(CCO3)CC3=CC(=C(C=C3)Cl)Cl)C2C1 (2S)-(5-amino-8H-indeno[1,2-d]thiazol-2-ylsulfanyl)-N-{[4-(3,4-dichlorobenzyl)morpholin-2-yl]methyl}acetamide